4-hydroxy-1-((S)-2-(2-hydroxyacetamido)-3,3-dimethylbutyryl)pyrrolidine-2-carboxamide OC1CC(N(C1)C([C@H](C(C)(C)C)NC(CO)=O)=O)C(=O)N